2-(3,4-Dichlorophenoxy)-2-methylpropanoic acid ClC=1C=C(OC(C(=O)O)(C)C)C=CC1Cl